FC(C[C@H](C(=O)NC1=NC=CC(=C1)C1=C(C=2N=NC=CC2N1)C1=NC=CC=C1)C1=CC=C(C=C1)F)F (2S)-4,4-difluoro-2-(4-fluorophenyl)-N-{4-[7-(pyridin-2-yl)-5H-pyrrolo[3,2-c]pyridazin-6-yl]pyridin-2-yl}butanamide